4-[6-[3-(hydroxymethyl)phenyl]imidazo[1,2-b]pyridazin-3-yl]-2-methoxy-phenol OCC=1C=C(C=CC1)C=1C=CC=2N(N1)C(=CN2)C2=CC(=C(C=C2)O)OC